heptyl 3-ethyl-12-hexyl-6-(2-((2-octyldecanoyl)oxy)ethyl)-10-oxo-9,11-dioxa-3,6-diazahexadecane-16-oate C(C)N(CC)CCN(CCOC(OC(CCCC(=O)OCCCCCCC)CCCCCC)=O)CCOC(C(CCCCCCCC)CCCCCCCC)=O